bromo-1H-benzo[cd]indol-2-one BrN1C(C2=C3C(C=CC=C13)=CC=C2)=O